Bis(2-hydroxyethylamino)Tris(hydroxymethyl)methane hydrochloride Cl.OCCNC(O)(C(CO)CO)NCCO